CC1=NC=CC2=C1CC(C2)NCCCC2=CN(C(O2)=O)C2=NC1=C(OCC(N1COCC[Si](C)(C)C)=O)N=C2 6-[5-[3-[(1-methyl-6,7-dihydro-5H-cyclopenta[c]pyridin-6-yl)amino]propyl]-2-oxo-oxazol-3-yl]-4-(2-trimethylsilylethoxymethyl)pyrazino[2,3-b][1,4]oxazin-3-one